5-chloro-2-(2,4-dichlorophenoxy)-N-(3-(trimethoxysilyl)propyl)aniline ClC=1C=CC(=C(NCCC[Si](OC)(OC)OC)C1)OC1=C(C=C(C=C1)Cl)Cl